2-Methyl-5-[(trityl)thio]pyrimidine CC1=NC=C(C=N1)SC(C1=CC=CC=C1)(C1=CC=CC=C1)C1=CC=CC=C1